5-[4-(1-Ethyl-1H-pyrazol-4-yl)-1H-pyrrolo[2,3-c]pyridin-7-yl]-N-methyl-N-[(2R,4S)-2-methylpiperidin-4-yl][1,3]thiazolo[5,4-d][1,3]thiazol-2-amin Hydrochlorid Cl.C(C)N1N=CC(=C1)C1=C2C(=C(N=C1)C=1SC3=C(N1)SC(=N3)N([C@@H]3C[C@H](NCC3)C)C)NC=C2